[Na].C(C)(=O)ONOC(C)=O imino di(acetate) sodium salt